N,N'-bis(tertbutyloxycarbonyl)pyrazole-1-carboxamidine C(C)(C)(C)OC(=O)NC(=NC(=O)OC(C)(C)C)N1N=CC=C1